N1(CCNCC1)N[C@@H](C)C(=O)O (1-piperazinyl)-alanine